O=C1NC(CCC1N1C(C2=CC=CC(=C2C1=O)C#CC1CCN(CC1)C(=O)OC(C)(C)C)=O)=O Tert-butyl 4-((2-(2,6-dioxopiperidin-3-yl)-1,3-dioxoisoindolin-4-yl)ethynyl)piperidine-1-carboxylate